methyl 7-bromo-6-isopropyl-furo[2,3-b]pyrazine-2-carboxylate BrC1=C(OC2=NC=C(N=C21)C(=O)OC)C(C)C